(Z)-1-(4-(tert-butoxycarbonyl)piperazin-1-yl)-2-(prop-2-yn-1-yloxy)diazene 1-oxide C(C)(C)(C)OC(=O)N1CCN(CC1)/[N+](=N/OCC#C)/[O-]